N2-methyl-N2-[2-(dimethylamino)ethyl]-6-(2,2,2-trifluoroethoxyl)-N5-[4-(1-methyl-1H-indol-3-yl)pyrimidin-2-yl]-3-nitropyridin-2,5-diamine CN(C1=NC(=C(C=C1[N+](=O)[O-])NC1=NC=CC(=N1)C1=CN(C2=CC=CC=C12)C)OCC(F)(F)F)CCN(C)C